OC[C@@H]1[C@@H](C1)N(C(OCC1=CC=C(C=C1)NC([C@H](C)NC([C@H](C(C)C)NC(=O)OC(C)(C)C)=O)=O)=O)C {4-[(2S)-2-[(2S)-2-{[(tert-butoxy)carbonyl]amino}-3-methylbutanamido]propanamido]phenyl}methyl N-[(1R,2S)-2-(hydroxymethyl)cyclopropyl]-N-methylcarbamate